C1=CC=CC=2C3=CC=CC=C3C(C12)N([C@@H](CC(=O)O)C(N1CCCCC1)=O)C(=O)OC (3S)-3-(9H-fluoren-9-yl-methoxycarbonyl-amino)-4-oxo-4-piperidin-1-yl-butanoic acid